6,7-dihydro-5h-cyclopenta[d]pyrimidin-2-amine N1=C(N=CC2=C1CCC2)N